FC1=C2C(=CNC2=CC=C1F)CCN(CCC)CC N-(2-(4,5-difluoro-1H-indol-3-yl)ethyl)-N-ethylpropane-1-amine